FC=1C=C(C=CC1)N1[C@H]2[C@@H](CCC1)N(CC2)C2=NC=CC(=C2)N2C(CCCC2)CCOCCOCCOCCOCCO 14-(1-{2-[(3aR,7aR)-4-(3-fluorophenyl)-hexahydro-2H-pyrrolo[3,2-b]pyridin-1-yl]pyridin-4-yl}piperidin-2-yl)-3,6,9,12-tetraoxatetradecan-1-ol